CSC=1SC=NN1 (methylsulfanyl)-1,3,4-thiadiazol